IC1=CC=C(C=C1)C(C)C Para-iodocumene